C(#N)C=1C=C(C=CC1OC(F)F)N(C1=CC(N(C=2C=CC(=NC12)C#N)C)=O)CC1CC1 8-((3-cyano-4-(difluoromethoxy)phenyl)(cyclopropylmethyl)amino)-5-methyl-6-oxo-5,6-dihydro-1,5-naphthyridine-2-carbonitrile